methyl 3,5-dibromo-4-hydroxybenzoate BrC=1C=C(C(=O)OC)C=C(C1O)Br